C(CCCCCCC\C=C/CCCCCCCC)=O (Z)-octadec-9-en-1-al